FC(C(=O)O)(F)F.C12CN(CC2C1)C1=CC=C(C(=N1)C)CN1N=C(C(=C1)C(=O)O)OC 1-[(6-{3-azabicyclo[3.1.0]hex-3-yl}-2-methylpyridin-3-yl)methyl]-3-methoxy-1H-pyrazole-4-carboxylic acid, trifluoroacetate salt